methyl (S)-3-(8-bromo-1,6-naphthyridin-5-yl)-2-(2,6-difluoro-4-((4-(2-fluoropyridin-4-yl)phenyl)sulfonamido)benzamido)propanoate BrC=1C=NC(=C2C=CC=NC12)C[C@@H](C(=O)OC)NC(C1=C(C=C(C=C1F)NS(=O)(=O)C1=CC=C(C=C1)C1=CC(=NC=C1)F)F)=O